C(C)(C)(C)OC(=O)N1CCC2(CCC(C2)C=O)CC1 2-formyl-8-azaspiro[4.5]decane-8-carboxylic acid tert-butyl ester